2-cyclopropyl-5'-fluoro-2'-((4-(7-((2-oxoindolin-5-yl)methyl)-2,7-diazaspiro[4.4]non-2-yl)pyrimidin-5-yl)oxy)-[1,1'-biphenyl]-4-carbonitrile C1(CC1)C1=C(C=CC(=C1)C#N)C1=C(C=CC(=C1)F)OC=1C(=NC=NC1)N1CC2(CC1)CN(CC2)CC=2C=C1CC(NC1=CC2)=O